ClCC1=NN=C(S1)C1=NC=C(C=C1)C1COCC1 2-[5-(chloromethyl)-1,3,4-thiadiazol-2-yl]-5-(tetrahydro-3-furanyl)pyridine